C(C)(C)(C)OC(=O)N1C[C@H](CC1)[C@H](C(=O)OC(C)(C)C)CC1=CC(=CC=C1)CC=C (R)-3-((R)-3-(3-allylphenyl)-1-(tert-butoxy)-1-oxopropane-2-yl)pyrrolidine-1-carboxylic acid tert-butyl ester